COC1=CC=C(C=C1)CN1CC(CC1=O)C(=O)NC1=CC=C(C=C1)C1=NC(=NO1)C1=CC=C(C=C1)C 1-[(4-Methoxyphenyl)methyl]-N-{4-[3-(4-methylphenyl)-1,2,4-oxadiazol-5-yl]phenyl}-5-oxopyrrolidine-3-carboxamide